tert-butyl (6-(4-(((4-ethoxypyrimidin-2-yl)amino)methyl)-3-methylisoxazol-5-yl)-2-methylpyridin-3-yl)carbamate C(C)OC1=NC(=NC=C1)NCC=1C(=NOC1C1=CC=C(C(=N1)C)NC(OC(C)(C)C)=O)C